tert-butyl (tert-butoxycarbonyl)((trans-3-(3-cyclopropyl-4-(7-fluoro-1-methyl-1H-pyrrolo[3,2-c]pyridin-4-yl)-1H-pyrazol-1-yl)cyclobutyl)methyl)carbamate C(C)(C)(C)OC(=O)N(C(OC(C)(C)C)=O)C[C@@H]1C[C@H](C1)N1N=C(C(=C1)C1=NC=C(C2=C1C=CN2C)F)C2CC2